C(CCCCCCCCCCCCCCC(C)C)(=O)OC(CCCCCC)C 1-Methylheptyl isostearate